O=C(C(=O)O)CC=O 2,4-dioxobutanoic acid